N[13C@@H]([13CH2][13C]1=[13CH]N[13CH]=N1)[13C](=O)O Histidine-13C6